COC(=O)C=1C(C(C(NC1C)C)(C(=O)O)CCC#N)C1=C(C(=CC=C1)Cl)Cl 3-(2-cyano-ethyl)4-(2,3-dichloro-phenyl)-2,6-dimethyl-1,4-dihydro-pyridine-3,5-dicarboxylic acid 5-methyl ester